calcium-iron-zirconium [Zr].[Fe].[Ca]